beta-D-glucuronic acid ethyl ester C(C)OC([C@@H]1[C@H]([C@@H]([C@H]([C@H](O)O1)O)O)O)=O